4-methylbicyclo-[2.2.2]oct-2-ene CC12C=CC(CC1)CC2